((3S)-1-(5-bromo-2-(3-fluoro-2-(2-fluoro-6-methoxyphenyl)isonicotinamido)phenyl)pyrrolidin-3-yl)carbamic acid tert-butyl ester C(C)(C)(C)OC(N[C@@H]1CN(CC1)C1=C(C=CC(=C1)Br)NC(C1=C(C(=NC=C1)C1=C(C=CC=C1OC)F)F)=O)=O